CC([C@H](C)N1C(C=CC2=C1N=C(N=C2)SC)=O)C 8-[(2S)-3-methylbutan-2-yl]-2-(methylsulfanyl)pyrido[2,3-d]pyrimidin-7(8H)-one